C(#C)C1=C(C=C(C=C1F)F)CO (2-ethynyl-3,5-difluoro-phenyl)methanol